2-((3-(2-methylheptan-2-yl)-1,2,4-oxadiazol-5-yl)methyl)acrylic acid CC(C)(CCCCC)C1=NOC(=N1)CC(C(=O)O)=C